(4-(difluoromethyl)phenyl)(4-methylenepiperidin-1-yl)methanone FC(C1=CC=C(C=C1)C(=O)N1CCC(CC1)=C)F